N-[(6-Tetralin-5-yloxy-2-pyridyl)sulfonyl]-2-(2,2,4-trimethylpyrrolidin-1-yl)pyridin-3-carboxamid C1CCCC2=C(C=CC=C12)OC1=CC=CC(=N1)S(=O)(=O)NC(=O)C=1C(=NC=CC1)N1C(CC(C1)C)(C)C